4-bromo-2,5-bis(((2-methoxypropane-2-yl)oxy)methyl)benzonitrile BrC1=CC(=C(C#N)C=C1COC(C)(C)OC)COC(C)(C)OC